C12CN(CC(O1)C2)C(=O)O[C@H]2C[C@H](CC2)C=2NN=C(C2)NC(COC2=C(C(=CC(=C2)OC)O)C=O)=O (1R,3S)-3-{5-[2-(2-formyl-3-hydroxy-5-methoxyphenoxy)acetamido]-2H-pyrazol-3-yl}cyclopentyl 6-oxa-3-azabicyclo[3.1.1]heptane-3-carboxylate